5-(2,5-dihydro-1H-pyrrol-3-yl)-2-[6-[5-(6-methyl-2-pyridyl)-1H-imidazol-4-yl]-3-quinolyl]thiazole N1CC(=CC1)C1=CN=C(S1)C=1C=NC2=CC=C(C=C2C1)C=1N=CNC1C1=NC(=CC=C1)C